sodium bromous acid Br(=O)O.[Na]